Cl.C(C)OC(=O)C1(CC(=NO1)CN)CC.P(=S)(F)(F)C#N.P(=S)(F)(F)C#N.C(C(=O)O)(=O)O oxalic acid dithiocyanodifluorophosphate ethyl-3-(aminomethyl)-5-ethyl-4,5-dihydroisoxazole-5-carboxylate hydrochloride